FC(C)S(=O)(=O)N([C@@H]1CN(CC1)C(=O)OC(C)(C)C)CC1=CC=C(C=C1)OC tert-Butyl (3S)-3-{(1-fluoroethanesulfonyl)[(4-methoxyphenyl)methyl]amino}pyrrolidine-1-carboxylate